3-(5-(7H-pyrrolo[2,3-d]pyrimidin-4-yl)pyridin-2-yl)-6-(pyridin-4-ylmethyl)-3,6-diazabicyclo[3.1.1]heptane N1=CN=C(C2=C1NC=C2)C=2C=CC(=NC2)N2CC1N(C(C2)C1)CC1=CC=NC=C1